C1=CC(=C2C(=CC=C3C4=CC=C(C=5C(=CC=C(C1=C23)C45)C(=O)O)C(=O)O)C(=O)O)C(=O)O 3,4,9,10-PERYLENETETRACARBOXYLIC ACID